4-bromo-1-{2-[(tert-butyldimethylsilyl)oxy]ethyl}-5-fluoro-1H-indole BrC1=C2C=CN(C2=CC=C1F)CCO[Si](C)(C)C(C)(C)C